3-(methoxymethoxy)-8-((triisopropylsilyl)ethynyl)naphthalen COCOC=1C=CC2=C(C=CC=C2C1)C#C[Si](C(C)C)(C(C)C)C(C)C